6-[[4-[4-[(2-chlorophenyl)carbamoyl]anilino]-5-fluoro-pyrimidin-2-yl]amino]-N-[4-[2-[4-[4-(2,6-dioxo-3-piperidyl)phenyl]piperazin-1-yl]ethyl]-1-piperidyl]pyridine-3-carboxamide ClC1=C(C=CC=C1)NC(=O)C1=CC=C(NC2=NC(=NC=C2F)NC2=CC=C(C=N2)C(=O)NN2CCC(CC2)CCN2CCN(CC2)C2=CC=C(C=C2)C2C(NC(CC2)=O)=O)C=C1